(1S,2S)-2-amino-4,4-difluorocyclohexane N[C@H]1CCCC(C1)(F)F